ClC=1C(=C(C=CC1Cl)NC1=NC=NC2=CC(=C(C=C12)OC1CCC(CC1)CN1CC2N(C(C1)C2)C=2C=C1C(N(C(C1=CC2)=O)C2C(NC(CC2)=O)=O)=O)OC)F 5-(3-((4-((4-((3,4-dichloro-2-fluorophenyl)amino)-7-methoxyquinazolin-6-yl)oxy)cyclohexyl)methyl)-3,6-diazabicyclo[3.1.1]heptan-6-yl)-2-(2,6-dioxopiperidin-3-yl)isoindoline-1,3-dione